COC(=O)C1=NC(=CC=C1NC(C)C=1C=C(C=C2C(C=C(OC12)C1=CC2=CN(N=C2C(=C1)Cl)C)=O)C(F)(F)F)Cl 6-chloro-3-[1-[2-(7-chloro-2-methyl-indazol-5-yl)-4-oxo-6-(trifluoromethyl)chromen-8-yl]ethylamino]pyridine-2-carboxylic acid methyl ester